ClC1=CC(=C(CN2C[C@@H](CC2)CNC(OC(C)(C)C)=O)C=C1Cl)OCC1CC1 tert-butyl (S)-((1-(4,5-dichloro-2-(cyclopropylmethoxy)benzyl)pyrrolidin-3-yl)methyl)carbamate